C1=CC=CC=2C3=CC=CC=C3C(C12)COC(=O)N[C@@H]([C@H](O)C)C(=O)O\C(\C)=C\C(C1=CC=CC=C1)=O (E)-4-oxo-4-phenylbut-2-en-2-yl (((9H-fluoren-9-yl)methoxy)carbonyl)-L-threoninate